methyl 2-((S)-1-(4-(6-((4-cyano-2-fluorobenzyl)oxy)-4-(trifluoromethyl)pyridin-2-yl)piperazin-1-yl)ethyl)-1-(((S)-oxetan-2-yl)methyl)-1H-benzo[d]imidazol-6-carboxylate C(#N)C1=CC(=C(COC2=CC(=CC(=N2)N2CCN(CC2)[C@@H](C)C2=NC3=C(N2C[C@H]2OCC2)C=C(C=C3)C(=O)OC)C(F)(F)F)C=C1)F